6,7-dihydro-5H-benzo[7]annulene-3-carbonyl chloride C1=CC(=CC2=C1C=CCCC2)C(=O)Cl